C(C)(C)(C)C1=CC=C(CSC=2C=NC(=CC2)CCl)C=C1 3-((4-(tert-butyl)benzyl)thio)-6-chloromethylpyridine